nonaazacyclotetratriacontane-22-carboxylic acid N1NNNNNNNNCCCCCCCCCCCCC(CCCCCCCCCCCC1)C(=O)O